2,2-bis(methylthio)propane CSC(C)(C)SC